CC1NCCCC1C 2,3-dimethylpiperidin